C(C1=CC=CC=C1)OC=1C=C(C=CC1Cl)C1(CC1)C(=O)O 1-(3-(benzyloxy)-4-chlorophenyl)cyclopropanecarboxylic acid